tert-butyl 4-[(2-bromo-3-pyridinyl) methyl]-4-cyano-piperidine-1-carboxylate BrC1=NC=CC=C1CC1(CCN(CC1)C(=O)OC(C)(C)C)C#N